tert-Butyl N-methyl-N-[(1r,3r)-3-(methanesulfonylmethyl)cyclobutyl]carbamate CN(C(OC(C)(C)C)=O)C1CC(C1)CS(=O)(=O)C